5-bromo-6-methylpyridine-3-amine BrC=1C=C(C=NC1C)N